(1s)-isostearylether C(CCCCCCCCCCCCCCC(C)C)OCCCCCCCCCCCCCCCC(C)C